CC1(N=N1)CCOC(=O)N[C@@H](CCCCN)C(=O)O ((2-(3-methyl-3H-diazirin-3-yl)ethoxy)carbonyl)-L-lysine